ClC=1C(=C(C(N(N1)C)=O)C1=C(C=CC2=CC=C(C=C12)C)C)O chloro-4-(2,7-dimethyl-1-naphthyl)-5-hydroxy-2-methyl-3(2H)-pyridazinone